[9H]fluorene C1=CC=CC=2C3=CC=CC=C3CC12